calcium-copper carbonate C([O-])([O-])=O.[Cu+2].[Ca+2].C([O-])([O-])=O